BrC=1C=C2C3C(COC2=CC1O)(CC1=CC(=C(C=C13)O)O)O 2-bromo-7,11b-dihydro-6H-indeno[2,1-c]chromene-3,6a,9,10-tetrol